COC=1C=C(C=C(C1OC)OC)C1=NC2=CC(=CC(=C2C(C1OC)=O)OC)OC 2-(3,4,5-trimethoxyphenyl)-3,5,7-trimethoxyquinolin-4-one